C(C)C1=NNC=N1 3-ethyl-1,2,4-triazole